1-(((5r,7r)-3-(5-(2-hydroxy-prop-2-yl)pyrazin-2-yl)-7-methyl-2,8-dioxo-1-oxa-3-azaspiro[4.5]decan-7-yl)methyl)-1H-benzo[d]imidazole-6-carbonitrile OC(C)(C)C=1N=CC(=NC1)N1C(O[C@@]2(C1)C[C@](C(CC2)=O)(C)CN2C=NC1=C2C=C(C=C1)C#N)=O